C(C)(=O)C1=NN(C2=C(C=C(C=C12)Br)COCC=C)CC(=O)OC(C)(C)C tert-Butyl 2-(3-Acetyl-7-((allyloxy)methyl)-5-bromo-1H-indazol-1-yl)acetate